4-(3,4-dihydro-2-methyl-1-naphthyl)-5-hydroxy-2,6-dimethyl-3(2H)-pyridazinone CC1=C(C2=CC=CC=C2CC1)C=1C(N(N=C(C1O)C)C)=O